4-(5-nitropyridin-2-yl)butanamide tert-Butyl-4-bromo-7-cyano-1H-pyrrolo[2,3-c]pyridine-1-carboxylate C(C)(C)(C)OC(=O)N1C=CC=2C1=C(N=CC2Br)C#N.[N+](=O)([O-])C=2C=CC(=NC2)CCCC(=O)N